COC1=CC2=C(C3=C(CCNCC3)S2)C=C1 8-methoxy-2,3,4,5-tetrahydro-1H-benzo[4,5]thieno[2,3-d]azepine